Iron aluminide [Al].[Al].[Al].[Fe]